1-[4-(diisopropylsilyl)phenyl]-1-[4-(N,N-dimethylamino)phenyl]ethylene C(C)(C)[SiH](C1=CC=C(C=C1)C(=C)C1=CC=C(C=C1)N(C)C)C(C)C